(S)-quinuclidin-3-yl((R)-6-fluoro-5-(3-fluoro-4-methoxyphenyl)-2,2-dimethyl-2,3-dihydro-1H-inden-1-yl)carbamate N12C[C@H](C(CC1)CC2)OC(N[C@@H]2C(CC1=CC(=C(C=C21)F)C2=CC(=C(C=C2)OC)F)(C)C)=O